ClC=1C=C(C=CC1N1CCC(CC1)C=O)CC1CN(CCO1)C(=O)OC(C)(C)C tert-butyl 2-[[3-chloro-4-(4-formyl-1-piperidyl)phenyl]methyl]morpholine-4-carboxylate